NC1=CC(=NO1)C1CCN(CC1)C(=O)C=1NC2=CC=C(C=C2C1)C (4-(5-aminoisoxazol-3-yl)piperidin-1-yl)(5-methyl-1H-indol-2-yl)methanone